Cl.C(C)(C)(C)OC(=O)N1C(CNCC1)CF 2-(fluoromethyl)piperazine-1-carboxylic acid tert-butyl ester hydrochloride